C(CCCC)(=O)NOC1COC(=C(C1=O)ONC(CCCC)=O)C 2,3-dihydro-3,5-dipentamidyloxy-6-methyl-4H-pyran-4-one